C(C1=CC=CC=C1)OC1=C(C=CC=C1)C1=CC(=CC=C1F)C[C@]1(C[C@H](CC1)NS(=O)(=O)C)C=1OC=C(N1)CCl N-((1S,3R)-3-((2'-(benzyloxy)-6-fluoro-[1,1'-biphenyl]-3-yl)methyl)-3-(4-(chloromethyl)oxazol-2-yl)cyclopentyl)methanesulfonamide